C1(=CC(=CC=C1)NC(CCCCCCC(=O)OC)=O)NC(CCCCCCC(=O)OC)=O Dimethyl 8,8'-(1,3-phenylenebis(azanediyl))bis(8-oxooctanoate)